OC(=O)C(F)(F)F.NC1=C(C=CC=C1)NC(C1=CC=C(C=C1)CCS(=O)(=O)N1CCC(CC1)CNC1C(C1)C1=CC=CC=C1)=O N-(2-aminophenyl)-4-(2-((4-(((2-phenyl-cyclopropyl)amino)methyl)piperidin-1-yl)sulfonyl)ethyl)benzamide TFA salt